N,N-dimethyl-1-[6-[3-(6-methyl-2-pyridyl)-1H-pyrazol-4-yl]-1,5-naphthyridin-3-yl]piperidin-4-amine CN(C1CCN(CC1)C=1C=NC2=CC=C(N=C2C1)C=1C(=NNC1)C1=NC(=CC=C1)C)C